Cl.NCC1(CCN(CC1)C1=NC(=CC(=N1)OC1=CC(=CC=C1)F)C(F)(F)F)O 4-(aminomethyl)-1-[4-(3-fluorophenoxy)-6-(trifluoromethyl)pyrimidin-2-yl]piperidin-4-ol hydrochloride